NC([C@@H]1[C@@H](OC(CN1C(=O)OC(C)(C)C)(F)F)C)([2H])[2H] tert-butyl (5R,6S)-5-(aminomethyl-d2)-2,2-difluoro-6-methylmorpholine-4-carboxylate